N[C@H]1CN(CC1)C(=O)OC1CC1 cyclopropyl (R)-3-aminopyrrolidine-1-carboxylate